(5-chloro-4-(3-(4-fluoro-2-(trifluoromethyl) benzoyl)-5,6-dihydroimidazo[1,2-a]pyrazin-7(8H)-yl)-6-oxopyridazin-1(6H)-yl) phosphate P(=O)(ON1N=CC(=C(C1=O)Cl)N1CC=2N(CC1)C(=CN2)C(C2=C(C=C(C=C2)F)C(F)(F)F)=O)([O-])[O-]